ClC1=CC=2N(C(N(C=3N=CC(=CC3C2C(=C1)C)F)C(C)C)=O)C1=C(C=C(C=C1F)NCCNC)F 13-chloro-10-(2,6-difluoro-4-{[2-(methylamino)ethyl]amino}phenyl)-4-fluoro-15-methyl-8-(propan-2-yl)-6,8,10-triazatricyclo[9.4.0.02,7]pentadeca-1(11),2(7),3,5,12,14-hexaen-9-one